ClC1=C(C=C(C=C1)N1CC(C2=NC(=CC=C21)C(=O)N(C)CCN(C2=NC(=C(C(=O)O)C(=C2)C)C)C)(C)C)F 6-((2-(1-(4-chloro-3-fluorophenyl)-N,3,3-trimethyl-2,3-dihydro-1H-pyrrolo[3,2-b]pyridine-5-carboxamido)ethyl)(methyl)amino)-2,4-dimethylnicotinic acid